3-bromopropyl-5,5-dimethyl-hydantoin BrCCCN1C(=O)NC(=O)C1(C)C